1-(3,4-difluorophenethyl)-1H-indole-5-carbaldehyde FC=1C=C(CCN2C=CC3=CC(=CC=C23)C=O)C=CC1F